FC1=CC=C(C=C1)C=1NC2=CC=CC=C2C1CCC(=O)N[C@@H]1C(NC[C@@H]1O)=O 3-[2-(4-fluorophenyl)-1H-indol-3-yl]-N-[(3S-4S)-4-hydroxy-2-oxo-pyrrolidin-3-yl]propanamide